6-[(1R)-1-aminoethyl]-2-chloro-N-[(furan-2-yl)methyl]-7-methylthieno[3,2-d]pyrimidin N[C@H](C)C1=C(C=2N(C(N=CC2S1)Cl)CC=1OC=CC1)C